ClC=1C=CC=2C(N1)=NN(C2)CC2=C1C=CNC1=C(C=C2S(=O)(=O)C)C 6-chloro-2-((7-methyl-5-(methylsulfonyl)-1H-indol-4-yl)methyl)-2H-pyrazolo[3,4-b]pyridine